N4-(2,7-Dichloroacridin-9-yl)-N1,N1-diethylpentane-1,4-diamine hydrochloride Cl.ClC1=CC2=C(C3=CC(=CC=C3N=C2C=C1)Cl)NC(CCCN(CC)CC)C